((1-(5'-acetyl-2-fluoro-2'-(methoxymethoxy)-[1,1'-biphenyl]-4-yl)-2,2,2-trifluoroethyl) amino)-4-fluoro-4-methylpentanoate C(C)(=O)C=1C=CC(=C(C1)C1=C(C=C(C=C1)C(C(F)(F)F)NC(C(=O)[O-])CC(C)(C)F)F)OCOC